ClC=1C(N(N=CC1)CC1=NC(=NO1)C[C@@H](C1=CC=C(C=C1)C(F)(F)F)O)=O 4-chloro-2-({3-[(2S)-2-hydroxy-2-[4-(tri-fluoromethyl)phenyl]ethyl]-1,2,4-oxadiazol-5-yl}methyl)-2,3-dihydropyridazin-3-one